4-[4-(4-fluorophenyl)-1-(3-phenylpropyl)-5-pyridin-4-ylimidazol-2-yl]but-3-yn-1-ol FC1=CC=C(C=C1)C=1N=C(N(C1C1=CC=NC=C1)CCCC1=CC=CC=C1)C#CCCO